3-amino-4-(6,7-difluoro-1H-indazol-4-yl)-6-propan-2-yloxy-1H-1,7-phenanthrolin-2-one NC=1C(NC2=C3C=CC=NC3=C(C=C2C1C1=C2C=NNC2=C(C(=C1)F)F)OC(C)C)=O